FC(OC1=CC=C(C=C1)C1=CN=C2N1C=CN=C2NC2=CC(=C(C(=O)N1CCC(CC1)CCNC(OC(C)(C)C)=O)C=C2)C)F Tert-butyl (2-(1-(4-((3-(4-(difluoromethoxy)phenyl)imidazo[1,2-a]pyrazin-8-yl)amino)-2-methylbenzoyl)piperidin-4-yl)ethyl)carbamate